CC(C=CC(C)S(=O)N)C 2-methyl-n-propylidenepropane-2-sulfinamide